C(C)C(CC(C(=O)O)=C)CCCC.C(C=C)(=O)OCCCCCC(C)C isooctyl acrylate (2-Ethylhexyl acrylate)